NC1=NC=NN2C1=C(C=C2C=2C=C(C(=NC2)OC)C(=O)N[C@@H]2CN(C[C@@H]2F)C(=O)OCC(F)(F)F)C(F)(F)F 2,2,2-trifluoroethyl (3R,4S)-3-{5-[4-amino-5-(trifluoromethyl)pyrrolo[2,1-f][1,2,4]triazin-7-yl]-2-methoxypyridine-3-amido}-4-fluoropyrrolidine-1-carboxylate